C(C1=CC=CC=C1)OC(=O)N1CSC([C@@H]1C(=O)O)(C)C (S)-3-((benzyloxy)carbonyl)-5,5-dimethylthiazolidine-4-carboxylic acid